CCCCCCCCCCCCC[C@H]([C@H](C)[C@@H]1[C@H](C(=O)N[C@H](C(=O)N[C@H](C(=O)N[C@H](C(=O)O1)COC(=O)C)[C@@H](C)O)C(C)C)C)O The molecule is a 13-membered cyclodepsipeptide isolated from the culture broth of Penicillium sp. It exhibits significant immunosuppressive effect on T-cell activiation. It has a role as an immunosuppressive agent and a Penicillium metabolite. It is a cyclodepsipeptide and a macrocycle.